(1S)-2-CHLORO-1-(3,4-DIFLUOROPHENYL)ETHANOL ClC[C@@H](O)C1=CC(=C(C=C1)F)F